C(C)(C)(C)OC(=O)NS(=O)(=O)Cl tert-butyloxycarbonyl-chlorosulfonamide